FC(C(=O)NNC(=O)C1=CC2=C(CN([C@H](CO2)C2=CC=CC=C2)C(=O)C2(CCOCC2)C)C=C1)F (S)-N'-(2,2-difluoroacetyl)-4-(4-methyltetrahydro-2H-pyran-4-carbonyl)-3-phenyl-2,3,4,5-tetrahydrobenzo[f][1,4]oxazepine-8-carbohydrazide